C(#N)C=1C=C2C=C(N=CC2=CC1C=1C=NC(=CC1C)C(CC)=O)NC(=O)[C@@H]1C(C1)(F)F (R)-N-(6-cyano-7-(4-methyl-6-propionylpyridin-3-yl)isoquinolin-3-yl)-2,2-difluorocyclopropane-1-carboxamide